4-methyl-2-oxo-7-(pyrimidin-2-yloxy)-2H-chromen CC1=CC(OC2=CC(=CC=C12)OC1=NC=CC=N1)=O